C(C)S(=O)(=O)C=1C=CC(=NC1C1=NC2=C(C=NC(=C2)C(F)(F)F)N1C)C(=O)NC 5-(Ethylsulfonyl)-N-methyl-6-[3-methyl-6-(trifluoromethyl)-3H-imidazo[4,5-c]pyridin-2-yl]pyridin-2-carboxamid